C1(CCCC1)C1=CC(=NN1)NC1=NC(=NC=C1)N1C2CC(C1)(C2)CN2CCCC2 N-(5-cyclopentyl-1H-pyrazol-3-yl)-2-[4-(pyrrolidin-1-ylmethyl)-2-azabicyclo[2.1.1]hex-2-yl]pyrimidin-4-amine